FC=1C=C2C(C(=CN(C2=NC1N1CC(C1)=NO)C1=NC=NS1)C(=O)O)=O 6-fluoro-7-[3-(hydroxyimino)azetidin-1-yl]-4-oxo-1-(1,2,4-thiadiazol-5-yl)-1,4-dihydro-1,8-naphthyridine-3-carboxylic acid